O=C1NC(CCC1N1C(C2=CC=CC(=C2C1=O)N1CCN(CC1)CC1CCNCC1)=O)=O 2-(2,6-dioxopiperidin-3-yl)-4-(4-(piperidin-4-ylmethyl)piperazin-1-yl)isoindoline-1,3-dione